(5S,8S,11S)-11-benzyl-8-(4-diazo-3-oxobutyl)-1-(9H-fluoren-9-yl)-5-isobutyl-3,6,9,12-tetraoxo-2,16,19,22-tetraoxa-4,7,10,13-tetraazapentacosan-25-oic acid C(C1=CC=CC=C1)[C@H](NC([C@@H](NC([C@@H](NC(OCC1C2=CC=CC=C2C=2C=CC=CC12)=O)CC(C)C)=O)CCC(C=[N+]=[N-])=O)=O)C(NCCOCCOCCOCCC(=O)O)=O